2-amino-3-[(3R)-4-benzyloxycarbonyl-3-methyl-piperazin-1-yl]-5-bromobenzoic acid NC1=C(C(=O)O)C=C(C=C1N1C[C@H](N(CC1)C(=O)OCC1=CC=CC=C1)C)Br